(S)-4-((2-(3-oxomorpholino)ethyl)(4-(5,6,7,8-tetrahydro-1,8-naphthyridin-2-yl)butyl)amino)-2-(quinazolin-4-ylamino)butanoic acid O=C1COCCN1CCN(CC[C@@H](C(=O)O)NC1=NC=NC2=CC=CC=C12)CCCCC1=NC=2NCCCC2C=C1